N-{7-isopropylimidazo[4,3-f][1,2,4]triazin-2-yl}-1-methanesulfonylpiperidin-4-amine C(C)(C)C1=NC=C2C=NC(=NN21)NC2CCN(CC2)S(=O)(=O)C